3'-(phenylmethyl)spiro-[cyclopentane-1,7'(8'H)-[3H]imidazo[2,1-b]purin]-4(5'H)-one C1(=CC=CC=C1)CN1CN=C2N3C(NC=C12)=NC1(C3)CCC(C1)=O